(±)-trans-2-cyanocyclopropanecarboxylic acid C(#N)[C@H]1[C@@H](C1)C(=O)O |r|